N-methyl-2-methoxybenzylamine CNCC1=C(C=CC=C1)OC